N1=CC=CC2=CC=CC(=C12)N1CC(CC1=O)C(=O)O 1-(Quinolin-8-yl)-5-oxopyrrolidine-3-carboxylic acid